OC1(CCOCC2=C1C=C(C=C2)C(=O)O)C 5-hydroxy-5-methyl-3,4-dihydro-1H-2-benzoxepine-7-carboxylic acid